ClC=1C(=NC(=NC1)NC1=C(C=C(C=C1)C(C)NC)OC)NC1=C(C=CC=C1)P(C)(C)=O (2-((5-chloro-2-((4-(1-(methylamino)ethyl)-2-methoxyphenyl)amino)pyrimidin-4-yl)amino)phenyl)dimethylphosphine oxide